3-((S)-3-(benzyloxy)-1-cyclopropyl-3-oxopropyl)phenyl 1-(1-(2,5-bis(trifluoromethyl)phenyl)ethyl)azetidine-3-carboxylate FC(C1=C(C=C(C=C1)C(F)(F)F)C(C)N1CC(C1)C(=O)OC1=CC(=CC=C1)[C@@H](CC(=O)OCC1=CC=CC=C1)C1CC1)(F)F